(2s)-1-((5-amino-2-(1-(tetrahydro-2H-pyran-2-yl)-1H-pyrazol-5-yl)thieno[3,2-b]pyridin-7-yl)amino)-2-propanol NC1=CC(=C2C(=N1)C=C(S2)C2=CC=NN2C2OCCCC2)NC[C@H](C)O